ClC=1C=NC(=NC1)OC1=C2C(=NC(=NC2=CC=C1)C(F)(F)F)C=CN(C)C 2-[5-(5-chloropyrimidin-2-yl)oxy-2-(trifluoromethyl)quinazolin-4-yl]-N,N-dimethyl-ethenamine